7-((3,5-difluoro-4-((2-(trifluoromethyl)pyridin-4-yl)oxy)benzyl)oxy)-3,4-dihydro-1H,9H,11H-4,11a-ethanopyrimido[6',1':2,3]imidazo[5,1-c][1,4]oxazin-9-one FC=1C=C(COC2=NC(N3C(N4C5(COCC4CC5)C3)=C2)=O)C=C(C1OC1=CC(=NC=C1)C(F)(F)F)F